(S)-[6-(3-methyl-1H-pyrrolo[2,3-b]pyridin-5-yl)-8-[pyrrolidin-2-yl]-3,4-dihydroisoquinolin-2(1H)-yl]-[2-(trifluoromethyl)pyrimidin-5-yl]methanone CC1=CNC2=NC=C(C=C21)C=2C=C1CCN(CC1=C(C2)[C@H]2NCCC2)C(=O)C=2C=NC(=NC2)C(F)(F)F